Pyridin-4-YL-METHANAMINE N1=CC=C(C=C1)CN